C(C)NC1=NC(=C2C(=N1)N(N=C2)C)NCC2=CC=C(C=C2)S(=O)(=O)N 4-(((6-(Ethylamino)-1-methyl-1H-pyrazolo[3,4-d]pyrimidin-4-yl)amino)methyl)-benzenesulfonamide